cis-3-[(tert-butoxycarbonyl)amino]cyclohexylcarboxylic acid C(C)(C)(C)OC(=O)N[C@H]1C[C@H](CCC1)C(=O)O